ClCCN1CCC2(CC1)CCCCC2 3-(2-chloroethyl)-3-azaspiro[5.5]undecane